[N+](=O)([O-])[O-].[Al+3].[N+](=O)([O-])[O-].[N+](=O)([O-])[O-] Aluminium nitrate